3-(ethoxycarbonyl)propaneN C(C)OC(=O)CC=C